methyl 2-(4-(4-(2,6-difluorobenzyl)-5-oxo-4,5-dihydro-1H-1,2,4-triazol-1-yl)phenoxy)-5-methylthiazole-4-carboxylate FC1=C(CN2C=NN(C2=O)C2=CC=C(OC=3SC(=C(N3)C(=O)OC)C)C=C2)C(=CC=C1)F